3-(trihydroxysilyl)-1-propane-sulphonic acid O[Si](CCCS(=O)(=O)O)(O)O